1-(7-(2-(1H-tetrazol-5-yl)phenyl)-5-phenyl-2,3,4,5-tetrahydrobenzo[b]oxepin-9-yl)-3-(5-methylisoxazol-3-yl)urea N1N=NN=C1C1=C(C=CC=C1)C1=CC2=C(OCCCC2C2=CC=CC=C2)C(=C1)NC(=O)NC1=NOC(=C1)C